C1(CC1)S(=O)(=O)CC1=CC=C(C=N1)NC=1N=CC2=C(N1)CN(CC2)C(=O)OC(C)(C)C tert-butyl 2-({6-[(cyclopropanesulfonyl) methyl] pyridin-3-yl} amino)-5H,6H,7H,8H-pyrido[3,4-d]pyrimidine-7-carboxylate